CC=1N=C(SC1C)NS(=O)(=O)C=1C=C(C=CC1)CCCCCCC(=O)O 7-(3-(N-(4,5-dimethylthiazol-2-yl)sulfamoyl)phenyl)heptanoic acid